CN(C(CN1C=NC(=C1)C(=O)OC)=O)C Methyl 1-[2-(dimethylamino)-2-oxo-ethyl]imidazole-4-carboxylate